N-(8-iodo-2-(((1r,4r)-4-methoxycyclohexyl)amino)pyrido[4,3-d]pyrimidin-5-yl)benzamide IC1=CN=C(C2=C1N=C(N=C2)NC2CCC(CC2)OC)NC(C2=CC=CC=C2)=O